(6-chloro-3-methoxypyridin-2-yl)-3-methyl-6-(trifluoromethyl)indolin-2-one ClC1=CC=C(C(=N1)N1C(C(C2=CC=C(C=C12)C(F)(F)F)C)=O)OC